BrC1=CC2=C(SCC(C(N2)=O)CCC(C)(F)F)C=C1OC 7-bromo-3-(3,3-difluorobutyl)-8-methoxy-2,3-dihydrobenzo[b][1,4]thiazepin-4(5H)-one